4-cyclopropoxy-N-(3,5-difluoro-4-{[7-(2-methoxyethoxy)quinolin-4-yl]oxy}phenyl)pyridazine-3-carboxamide C1(CC1)OC1=C(N=NC=C1)C(=O)NC1=CC(=C(C(=C1)F)OC1=CC=NC2=CC(=CC=C12)OCCOC)F